(3S)-3-(5-(2-(((Tert-butyldimethylsilyl)oxy)methyl)-3-fluoropyridin-4-yl)-1H-imidazol-2-yl)-7-(3-chloro-2-fluoro-6-(1H-tetrazol-1-yl)phenyl)-2,3,8,8a-tetrahydroindolizin-5(1H)-one-8a-d [Si](C)(C)(C(C)(C)C)OCC1=NC=CC(=C1F)C1=CN=C(N1)[C@@H]1CCC2(CC(=CC(N12)=O)C1=C(C(=CC=C1N1N=NN=C1)Cl)F)[2H]